N-[(4-cyclopropyl-3,5-difluorophenyl)(phenyl)methyl]-4-fluoro-1-[2-(1,3-oxazol-2-yl)acetyl]pyrrolidine-2-carboxamide C1(CC1)C1=C(C=C(C=C1F)C(NC(=O)C1N(CC(C1)F)C(CC=1OC=CN1)=O)C1=CC=CC=C1)F